(2R,4S)-N-[1-[4-(4-chloropyrazol-1-yl)-3-fluoro-phenyl]ethyl]-1-[(2R)-2-(4-cyclopropyltriazol-1-yl)-3,3-dimethyl-butanoyl]-4-hydroxy-pyrrolidine-2-carboxamide ClC=1C=NN(C1)C1=C(C=C(C=C1)C(C)NC(=O)[C@@H]1N(C[C@H](C1)O)C([C@@H](C(C)(C)C)N1N=NC(=C1)C1CC1)=O)F